C(#N)C1=C2N(C(NC1=O)=O)CCN(C2C)C(=O)OC(C)(C)C tert-butyl 9-cyano-1-methyl-6,8-dioxo-1,3,4,6,7,8-hexahydro-2H-pyrazino[1,2-c]pyrimidine-2-carboxylate